1-(4-(3-methyl-2,4-dioxotetrahydropyrimidin-1(2H)-yl)phenyl)piperidine-4-carbaldehyde CN1C(N(CCC1=O)C1=CC=C(C=C1)N1CCC(CC1)C=O)=O